(R)-N-(4-(Pyrrolidin-3-yl)phenyl)-6-(2,2,2-trifluoroethoxy)nicotinamide hydrochloride Cl.N1C[C@H](CC1)C1=CC=C(C=C1)NC(C1=CN=C(C=C1)OCC(F)(F)F)=O